2-methyl-2-(para-isopropylphenyl)propionaldehyde CC(C=O)(C)C1=CC=C(C=C1)C(C)C